PYRIMIDO-DIAZEPINONE N1=NC(C=CC2=C1C=NC=N2)=O